tert-Butyl 4-{2-[(S)-benzyloxycarbonylamino(4,4-difluorocyclohexyl)methyl]-4-fluoro-1H-benzimidazol-5-yl}-4-(3,3-difluoroazetidine-1-carbonyl)piperidine-1-carboxylate C(C1=CC=CC=C1)OC(=O)N[C@H](C1=NC2=C(N1)C=CC(=C2F)C2(CCN(CC2)C(=O)OC(C)(C)C)C(=O)N2CC(C2)(F)F)C2CCC(CC2)(F)F